C(#N)C=1C=CC(=C(C1)[C@H](C)NC1=CC(=C(C(=C1)F)S(=O)(=O)NC=1N=CSC1)F)F (S)-4-((1-(5-cyano-2-fluorophenyl)ethyl)amino)-2,6-difluoro-N-(thiazol-4-yl)benzenesulfonamide